2-(4-{[(3R)-1-(2,2,2-trifluoroethyl)piperidin-3-yl]amino}pyrrolo[1,2-d][1,2,4]triazin-1-yl)-5-(trifluoromethyl)phenol FC(CN1C[C@@H](CCC1)NC1=NN=C(C=2N1C=CC2)C2=C(C=C(C=C2)C(F)(F)F)O)(F)F